(2R,4r,6S)-6-(4-(2,6-diazaspiro[3.3]heptane-2-carbonyl)phenyl)-7-((5-cyclopropyl-7-methyl-1H-indol-4-yl)methyl)-7-azaspiro[3.5]nonane-2-carbonitrile C1N(CC12CNC2)C(=O)C2=CC=C(C=C2)[C@@H]2CC1(CC(C1)C#N)CCN2CC2=C1C=CNC1=C(C=C2C2CC2)C